(4-fluorobicyclo[2.2.1]heptan-1-yl)[(2S,5S)-9-fluoro-2,3-dihydro-2,5-methanopyrido[3,4-f][1,4]oxazepin-4(5H)-yl]methanone FC12CCC(CC1)(C2)C(=O)N2C[C@H]1OC3=C([C@@H]2C1)C=NC=C3F